C(C)N1[C@@H](CNCC1)CC (R)-1,2-diethylpiperazine